imino-methyl-(2-methyl-4-nitro-phenyl)-oxo-λ6-sulfane N=S(=O)(C1=C(C=C(C=C1)[N+](=O)[O-])C)C